[[(1S)-1-[4-[(1S)-2-Cyclopropyl-1-(4-prop-2-enoylpiperazin-1-yl)ethyl]phenyl]ethyl]amino]-1-ethyl-4H-pyrimido[4,5-d][1,3]oxazin-2-one C1(CC1)C[C@H](N1CCN(CC1)C(C=C)=O)C1=CC=C(C=C1)[C@H](C)NC1C2=C(N(C(O1)=O)CC)N=CN=C2